COC=1C(=NC=CC1)N1CC2=C(C1)CN(C2)C(=O)OC(C)(C)C tert-butyl 5-(3-methoxypyridin-2-yl)-3,4,5,6-tetrahydropyrrolo[3,4-c]pyrrole-2(1H)-carboxylate